(R)-2-(3-(4-amino-2-oxo-3-(4-phenoxyphenyl)-2,3-dihydro-1H-imidazo[4,5-c]pyridin-1-yl)piperidine-1-carbonyl)-4-methyl-4-(piperazin-1-yl)pent-2-enenitrile NC1=NC=CC2=C1N(C(N2[C@H]2CN(CCC2)C(=O)C(C#N)=CC(C)(N2CCNCC2)C)=O)C2=CC=C(C=C2)OC2=CC=CC=C2